O=C1C=CN(N1)C(=O)OC(C)(C)C tert-Butyl 5-oxo-1H-pyrazole-2-carboxylate